BrC=1C=C(C(=O)NC(C)C2=NC=CN=C2C=2N=CC(N(C2)CC(F)F)=O)C=C(C1)C(F)(F)F 3-bromo-N-[1-[3-[4-(2,2-difluoroethyl)-5-oxo-pyrazin-2-yl]pyrazin-2-yl]ethyl]-5-(trifluoromethyl)benzamide